Cl.FC1(CNCCC1NC1=CC=C2C(=NN(C2=C1)C)C1C(NC(CC1)=O)=O)F 3-{6-[(3,3-difluoropiperidin-4-yl)amino]-1-methyl-1H-indazol-3-yl}piperidine-2,6-dione hydrochloride